OC1CN(C1)C(=O)O[C@@H]1CC[C@H](CC1)C(N(C1=CC(=CC=C1)C1=CN=C(S1)C1CC1)C[C@@H]1CC[C@H](CC1)C1=NC(=C(C=C1)OC)C#N)=O trans-4-(((trans-4-(6-Cyano-5-methoxypyridin-2-yl)cyclohexyl)methyl)(3-(2-cyclopropylthiazol-5-yl)phenyl)carbamoyl)cyclohexyl 3-hydroxyazetidine-1-carboxylate